COC1=C2C=C(NC2=CC=C1)C(=O)N[C@H](C(=O)N[C@@H](CN1C(NCC1)=O)C(C(=O)NC)=O)CC(C)C 4-methoxy-N-((S)-4-methyl-1-(((S)-4-(methylamino)-3,4-dioxo-1-(2-oxoimidazolidin-1-yl)butan-2-yl)amino)-1-oxopentan-2-yl)-1H-indole-2-carboxamide